D-(+)-pantothenic acid CC(C)(CO)[C@H](C(=O)NCCC(=O)O)O